C1(=CC=CC=C1)N=C(C)C(C)=NC1=CC=CC=C1 N,N'-diphenyl-butane-2,3-diimine